2-Amino-8-[trans-4-(2-hydroxyethoxy)cyclohexyl]-6-(6-methoxy-3-pyridinyl)-4-methyl-pyrido[2,3]pyrimidin-7(8H)-one NC1=NC2=C(C(=N1)C)N=C(C(C2[C@@H]2CC[C@H](CC2)OCCO)=O)C=2C=NC(=CC2)OC